CN(CCNC(C1=C(C=C(C=C1)C1=NC=CC(=C1)OC1=CC=C(C=C1)C(F)(F)F)C)=O)C N-(2-(dimethylamino)ethyl)-2-methyl-4-(4-(4-(trifluoromethyl)phenoxy)pyridin-2-yl)benzamide